1-(4-chlorobenzyl)-3-(4-((2-oxopiperazin-1-yl)methyl)phenyl)urea ClC1=CC=C(CNC(=O)NC2=CC=C(C=C2)CN2C(CNCC2)=O)C=C1